C(CC)(=O)C=1C(=NC=CC1)CCNC(OC(C)(C)C)=O tert-butyl (2-(3-propionylpyridin-2-yl)ethyl)carbamate